1-bromo-2-fluoro-4-iodo-5-methoxybenzene BrC1=C(C=C(C(=C1)OC)I)F